OC=1C(C(=CN2C[C@@H]3N(C(C21)=O)[C@H](CO3)C)C(=O)NCC3=CC=NC2=CC=CC=C32)=O (3S,11aR)-6-hydroxy-3-methyl-N-(quinolin-4-ylmethyl)-5,7-dioxo-2,3,5,7,11,11a-hexahydro[1,3]oxazolo[3,2-a]pyrido[1,2-d]pyrazine-8-carboxamide